N-(3-Chlorophenyl)-2,2-difluoro-4-phenylbutanamide ClC=1C=C(C=CC1)NC(C(CCC1=CC=CC=C1)(F)F)=O